[N+](=O)([O-])C1=CC=C(C=C1)C1=CC=CC=C1 6-(4-nitrophenyl)benzol